Cl.COC=1C=C(C=C2C[NH2+]CC(C2=O)=CC2=CC(=C(C=C2)OC)OC)C=CC1OC 3,5-bis(3,4-dimethoxybenzylidene)-4-oxopiperidin-1-ium hydrochloride